ethyl 7-(oxetan-3-ylmethyl)-5,6,7,8-tetrahydro-2,7-naphthyridine-3-carboxylate O1CC(C1)CN1CCC=2C=C(N=CC2C1)C(=O)OCC